[N+](=O)([O-])N1N=CC=C1 N-nitropyrazole